C1(=CC=CC=C1)OC(=O)C=1PC=CC1 phenylphospholate